C1(=CC=CC=C1)C=1C=CC=2N(C3=CC=CC=C3C2C1)C1=C(C(=C(C(=C1N1C2=CC=CC=C2C=2C=C(C=CC12)C1=CC=CC=C1)N1C2=CC=CC=C2C=2C=C(C=CC12)C1=CC=CC=C1)C1=CC=NC=C1)N1C2=CC=CC=C2C=2C=C(C=CC12)C1=CC=CC=C1)C=1OC2=C(N1)C=CC=C2 2-(2,3,4,6-tetrakis(3-phenyl-9H-carbazol-9-yl)-5-(pyridin-4-yl)phenyl)benzo[d]oxazole